ClC1=CC=NC(=C1C=O)N1C(C=2N(C=3CC(CCC3C2)(F)F)C=C1)=O 4-Chloro-2-(7,7-difluoro-1-oxo-6,7,8,9-tetrahydropyrazino[1,2-a]indol-2(1H)-yl)nicotinaldehyde